F[P-](F)(F)(F)(F)F.C(=O)C1=C(C=CC=C1)[N+]#N formylbenzenediazonium hexafluorophosphate